C(CCCC)(=O)[O-] pentanate